2,4,6-tris(3,5-di-t-butyl-4-hydroxybenzylthio)-1,3,5-triazine C(C)(C)(C)C=1C=C(CSC2=NC(=NC(=N2)SCC2=CC(=C(C(=C2)C(C)(C)C)O)C(C)(C)C)SCC2=CC(=C(C(=C2)C(C)(C)C)O)C(C)(C)C)C=C(C1O)C(C)(C)C